FC(C1=NN=C(O1)C1=CC(=C(CN2N=NC(=C2)C=2C=C(C=CC2)N2C(C(C2)(C)C)=O)C(=C1)F)F)F 1-(3-(1-(4-(5-(difluoromethyl)-1,3,4-oxadiazol-2-yl)-2,6-difluorobenzyl)-1H-1,2,3-triazol-4-yl)phenyl)-3,3-dimethylazetidin-2-one